CC1=C(C(=O)N[C@H](C)C2=CC=CC3=CC=CC=C23)C=C(C=C1)NC(=O)N (R)-2-methyl-N-(1-(naphthalen-1-yl)ethyl)-5-ureidobenzamide